6-(6-(1-((1R,2S,3R,5S)-2-fluoro-1,5-dimethyl-8-azabicyclo[3.2.1]octan-3-yl)vinyl)pyridazin-3-yl)isoquinolin-7-ol F[C@@H]1[C@]2(CC[C@@](C[C@@H]1C(=C)C1=CC=C(N=N1)C=1C=C3C=CN=CC3=CC1O)(N2)C)C